COCCN(C(OC(C)(C)C)=O)C1=CC=C(C=C1)C=C tert-butyl (2-methoxyethyl)(4-vinylphenyl)carbamate